1-(4-amino-4-methylpiperidin-1-yl)-2-hydroxyethane-1-one hydrochloride Cl.NC1(CCN(CC1)C(CO)=O)C